[Si](C1=CC=CC=C1)(C1=CC=CC=C1)(C(C)(C)C)OC[C@@H]1[C@H](C1)CCCCC(=O)OC(C)(C)C tert-Butyl 5-((1S,2S)-2-(((tert-butyldiphenylsilyl)oxy)methyl)cyclopropyl)pentanoate